FC=1C(N(C(N(C1)S(=O)(=O)C1=CC=C(C=C1)C)=O)C)=N 5-fluoro-4-imino-3-methyl-1-(p-tolylsulfonyl)pyrimidin-2-one